C(C(C)C)[Si]1(O[Si](O[Si](O[Si](O1)(C=C)CC(C)C)(C=C)CC(C)C)(C=C)CC(C)C)C=C tetraisobutyl-tetravinylcyclotetrasiloxane